CC(C(=O)NOC1OCCCC1)(CC)S(=O)(=O)C 2-methyl-2-(methylsulfonyl)-N-((tetrahydro-2H-pyran-2-yl)oxy)butanamide